N[C@@H](C(=O)N[C@@H](C(=O)N[C@@H](C(=O)N[C@@H](C(=O)N1CCC(CC1)C(=O)O)CCCCNCCN)CC(C)C)CC1=CC=CC=C1)CC1=CC=CC=C1 1-((R)-2-((R)-2-((R)-2-((R)-2-amino-3-phenylpropanamido)-3-phenylpropanamido)-4-methylpentanamido)-6-((2-aminoethyl)amino)hexanoyl)piperidin-4-carboxylic acid